1-methyl-4-hydroxy-1H-pyrazole CN1N=CC(=C1)O